F[C@@H]1[C@@H](C[C@H](N(C1)C1=NC=CC(=N1)NC=1N=CC2=C(C=CC(=C2C1)[C@H]1N(CCC1)C(C=C)=O)N1CC(C1)CS(=O)(=O)C)C)OC 1-((S)-2-(3-((2-((2R,4R,5S)-5-fluoro-4-methoxy-2-methylpiperidin-1-yl)pyrimidin-4-yl)amino)-8-(3-((methylsulfonyl)methyl)azetidin-1-yl)isoquinolin-5-yl)pyrrolidin-1-yl)prop-2-en-1-one